1,1,1,3,3,3-hexafluoro-propan-2-yl (±)-1-((2-methylpyrimidin-5-yl)carbamoyl)-6-azaspiro[2.5]octane-6-carboxylate CC1=NC=C(C=N1)NC(=O)[C@@H]1CC12CCN(CC2)C(=O)OC(C(F)(F)F)C(F)(F)F |r|